4'-((2-butyl-4-oxo-1,3-diazaspiro[4.4]non-1-en-3-yl)methyl)-N-(4,5-dimethylisoxazol-3-yl)-6-(ethoxymethyl)-N-(methoxymethyl)-[1,1'-biphenyl]-2-sulfonamide C(CCC)C1=NC2(C(N1CC1=CC=C(C=C1)C=1C(=CC=CC1COCC)S(=O)(=O)N(COC)C1=NOC(=C1C)C)=O)CCCC2